ClC1=NC(=C(C(=O)OC)C(=C1)C)N1CCC(CCC1)(F)F methyl 6-chloro-2-(4,4-difluoroazepan-1-yl)-4-methylnicotinate